5-bromo-4-chloro-6-cyclopropyl-2-propyl-pyrimidine Phosphorus [P].BrC=1C(=NC(=NC1C1CC1)CCC)Cl